tert-butyl 4-(piperidin-4-yl)piperazine-1-carboxylate N1CCC(CC1)N1CCN(CC1)C(=O)OC(C)(C)C